3-[6-(1,4-diazepan-1-yl)-2-oxo-benzo[cd]indol-1-yl]piperidine-2,6-dione N1(CCNCCC1)C=1C=2C3=C(C(N(C3=CC1)C1C(NC(CC1)=O)=O)=O)C=CC2